5H-benzo[b]carbazole-3-carbonitrile C1=C2C=3C=C4C(=CC3NC2=CC(=C1)C#N)C=CC=C4